FC([C@@H]1[C@H](C1)C=1C=2N(N=C(C1)C=1C(NC(NC1)=O)=O)C=C(N2)C(F)(F)F)F 5-(8-((1S,2S)-2-(difluoromethyl)cyclopropyl)-2-(trifluoromethyl)imidazo[1,2-b]pyridazin-6-yl)pyrimidine-2,4(1H,3H)-dione